ClCC=1N=C2N(C(C1)=O)C(=CS2)C 7-(chloromethyl)-3-methyl-thiazolo[3,2-a]pyrimidin-5-one